diphenyl-porphyrin C1(=CC=CC=C1)N1C=2C=CC1=CC=1C=CC(=CC3=CC=C(N3C3=CC=CC=C3)C=C3C=CC(C2)=N3)N1